3-Hydroxy-5-(naphthalen-2-yl)picolinic acid OC=1C(=NC=C(C1)C1=CC2=CC=CC=C2C=C1)C(=O)O